C(#N)C1=CC=C2C=3C(C4=C(C(C3NC2=C1)(C)C)C=C(C(=C4)CC)N4CCN(CC4)CCCC(=O)N4C[C@@H](CC4)NC(OC(C)(C)C)=O)=O tert-butyl N-[(3R)-1-[4-(4-{3-cyano-9-ethyl-6,6-dimethyl-11-oxo-5H,6H,11H-benzo[b]carbazol-8-yl}piperazin-1-yl)butanoyl]pyrrolidin-3-yl]carbamate